OC1CN(C1)C(=O)O[C@@H]1CC[C@H](CC1)C(N(C1=NC=CC(=C1)C=1C=NN(C1)C(F)(F)F)C[C@@H]1CC[C@H](CC1)C1=CC(=C(C=C1)OC)C)=O trans-4-((((trans)-4-(4-Methoxy-3-methylphenyl) cyclohexyl)methyl) (4-(1-(trifluoromethyl)-1H-pyrazol-4-yl)pyridin-2-yl)carbamoyl)cyclohexyl 3-hydroxyazetidine-1-carboxylate